C1(CCC1)C1=CN(C=2N=CN=C(C21)N2[C@H](CNCC2)C)C=2C=C(C#N)C=CN2 (S)-2-(5-cyclobutyl-4-(2-methylpiperazin-1-yl)-7H-pyrrolo[2,3-d]pyrimidin-7-yl)isonicotinonitrile